2-(2-chlorophenyl)-N-(2-methyl-5-sulfamoyl-1,2,3,4-tetrahydroisoquinolin-7-yl)acetamide ClC1=C(C=CC=C1)CC(=O)NC1=CC(=C2CCN(CC2=C1)C)S(N)(=O)=O